ethyl 4-(2-(ethoxycarbonyl) phenylamino carbonyl)-2,5-dihydroxybenzoate C(C)OC(=O)C1=C(C=CC=C1)NC(=O)C1=CC(=C(C(=O)OCC)C=C1O)O